4-(cyclopropylmethyl)-4H-pyrrolo[2,3-d]thiazole-5-carboxylic acid ethyl ester C(C)OC(=O)C1=CC2=C(N=CS2)N1CC1CC1